C(C)=NCCC[Si](OCC)(OCC)OCC N-ethylidene-3-(triethoxysilyl)-1-propanamine